(((9H-fluoren-9-yl)methoxy)carbonyl)-D-proline C1=CC=CC=2C3=CC=CC=C3C(C12)COC(=O)N1[C@H](CCC1)C(=O)O